N-((3-methoxyphenyl)(methyl)(oxo)-λ6-sulfaneylidene)-4-((5-(trifluoromethyl)-1,2,4-oxadiazol-3-yl)methyl)benzamide COC=1C=C(C=CC1)S(=NC(C1=CC=C(C=C1)CC1=NOC(=N1)C(F)(F)F)=O)(=O)C